1-(3-ethynylazetidin-1-yl)ethan-1-one C(#C)C1CN(C1)C(C)=O